ClC=1C(=C(C=CC1)CNC(CN(C(CN1N=C(C2=CC=CC=C12)C(=O)N)=O)C1CCCC1)=O)F 1-(2-((2-((3-chloro-2-fluorophenylmethyl)amino)-2-oxoethyl)(cyclopentyl)amino)-2-oxoethyl)-1H-indazole-3-carboxamide